2,2,2-Trifluoro-1-methoxyethyl 5-methoxy-2-((pyrazolo[1,5-a]pyrimidine-3-carboxamido)methyl)benzofuran-7-carboxylate COC=1C=C(C2=C(C=C(O2)CNC(=O)C=2C=NN3C2N=CC=C3)C1)C(=O)OC(C(F)(F)F)OC